methyl 2-(6-(4-(5'-(4-chloro-3-fluorophenyl)-5',6'-dihydrospiro[cyclopentane-1,7'-pyrrolo[2,3-b]pyrazine]-2'-carbonyl)-3,3-dimethylpiperazin-1-yl)pyridin-3-yl)acetate ClC1=C(C=C(C=C1)N1CC2(C=3C1=NC=C(N3)C(=O)N3C(CN(CC3)C3=CC=C(C=N3)CC(=O)OC)(C)C)CCCC2)F